C(C)(C)(C)C1=CC=C(C=C1)N(S(=O)(=O)N1[C@H](CCC1)C(=O)O)C(C(=O)NC1CCC(CC1)(F)F)C=1C=NC=C(C1)F (2R)-1-[(4-tert-butylphenyl)-[2-[(4,4-difluorocyclohexyl)amino]-1-(5-fluoro-3-pyridyl)-2-oxo-ethyl]sulfamoyl]pyrrolidine-2-carboxylic acid